rac-N-[(2S,3R,4S)-2-[([1,1'-biphenyl]-3-yl)methyl]-4-fluoro-1-(2-hydroxy-2-methylpropanoyl)pyrrolidin-3-yl]methanesulfonamide C1(=CC(=CC=C1)C[C@@H]1N(C[C@@H]([C@@H]1NS(=O)(=O)C)F)C(C(C)(C)O)=O)C1=CC=CC=C1 |r|